C(C)OC1=C(C=CC=C1)F 4-ethoxy-3-fluorobenzene